2a,5-Dihydropyrrolo[4,3,2-de]quinoline-2,4(1H,3H)-dione N1C(C2CC(NC=3C=CC=C1C23)=O)=O